[Cl-].[Cl-].[Ti+2].CC1=C(C(=C(C1(C=1C(=C(C(=CC1)C(C)C)O)C(C)C)C)C)C)C pentamethylcyclopentadienyl-2,6-diisopropylphenol titanium dichloride